2-((2R,4S)-4-methyl-2-phenylpiperidin-1-yl)-N-((R,Z)-4-(methylsulfonyl)but-3-en-2-yl)acetamide C[C@@H]1C[C@@H](N(CC1)CC(=O)N[C@H](C)\C=C/S(=O)(=O)C)C1=CC=CC=C1